ClC=1C(=NC(=NC1)N[C@H]1[C@@H](COCC1)O)C=1C=C(C2=C(N(C(=N2)[C@H]2CN(CC2)C(=O)OC(C)(C)C)C(C)C)C1)F tert-butyl (R)-3-(6-(5-chloro-2-(((3S,4R)-3-hydroxytetrahydro-2H-pyran-4-yl)amino)pyrimidin-4-yl)-4-fluoro-1-isopropyl-1H-benzo[d]imidazol-2-yl)pyrrolidine-1-carboxylate